N-(2,3-dimethyl-9H-carbazol-9-yl)benzamide CC1=CC=2N(C3=CC=CC=C3C2C=C1C)NC(C1=CC=CC=C1)=O